BrC1=CC=2C(N(C(C=3C2C=2C(C(N(C(C12)=O)CC(CCCC)CC)=O)=CC3)=O)CC(CCCC)CC)=O 4-bromo-2,7-bis(2-ethylhexyl)-benzo[lmn][3,8]phenanthroline-1,3,6,8(2H,7H)-tetrone